N-ethyl-5-fluoro-N-isopropyl-2-((5-(2-(1-(isopropylamino)-4-methylpent-3-yl)-2,6-diazaspiro[3.4]oct-6-yl)-1,2,4-triazin-6-yl)oxy)benzamide C(C)N(C(C1=C(C=CC(=C1)F)OC1=C(N=CN=N1)N1CC2(CN(C2)C(CCNC(C)C)C(C)C)CC1)=O)C(C)C